N-(5,6-dimethylpyridin-3-yl)-6-(4-(4-isopropylpiperazin-1-yl)phenyl)-1,2-dimethyl-1H-benzo[d]imidazol-4-amine CC=1C=C(C=NC1C)NC1=CC(=CC=2N(C(=NC21)C)C)C2=CC=C(C=C2)N2CCN(CC2)C(C)C